ClC1=C2N(C(C(=N1)N[C@H](C)C=1C=C(C=CC1)C)=O)[C@@H](CC2)C(=O)OCC2=CC=CC=C2 benzyl (S)-1-chloro-4-oxo-3-(((R)-1-(m-tolyl)ethyl)amino)-4,6,7,8-tetrahydropyrrolo[1,2-a]pyrazine-6-carboxylate